2,6-dichlorobenzophenone ClC1=C(C(=O)C2=CC=CC=C2)C(=CC=C1)Cl